2-(3-(3-amino-4-(7H-pyrrolo[2,3-d]pyrimidin-4-yl)-1H-pyrazol-1-yl)-1-((2-aminopropyl)sulfonyl)azetidin-3-yl)acetonitrile NC1=NN(C=C1C=1C2=C(N=CN1)NC=C2)C2(CN(C2)S(=O)(=O)CC(C)N)CC#N